2-hydroxy-1-(2-methyl-4-(2-hydroxyethoxy)phenyl)-2-methylpropan-1-one OC(C(=O)C1=C(C=C(C=C1)OCCO)C)(C)C